[Na+].OC1=CC=C(C2=CC=CC=C12)N=NC1=CC=C(C=C1)S(=O)(=O)[O-] 4-[(4-hydroxy-1-naphthyl)azo]benzenesulfonic acid monosodium salt